ClCC(=O)NC1=CC(=CC=C1)OC1=NC=NC(=C1)NC1CCOCC1 2-chloro-N-(3-((6-((tetrahydro-2H-pyran-4-yl)amino)pyrimidin-4-yl)oxy)phenyl)acetamide